C(C)C1=NC2=CC=C(C(=C2NC1=O)F)CN1CCN(CC1)C=1C=CC(=NC1)C(=O)NC([2H])([2H])[2H] 5-(4-((2-ethyl-5-fluoro-3-oxo-4H-quinoxalin-6-yl)methyl)piperazin-1-yl)-N-(methyl-d3)pyridine-2-carboxamide